OC1CN(C1)C=1OC2=C(N1)C=C(C=C2)NC(=O)C2=CC1=C(OCO1)C=C2 benzo[1,3]dioxole-5-carboxylic acid [2-(3-hydroxy-azetidin-1-yl)-benzooxazol-5-yl]-amide